C(C1=CC=CC=C1)OC1=C(C=C(C=C1[N+](=O)[O-])/C(=C\OC)/C=1C(=NC=C(C1)F)OC)F (E)-3-(1-(4-(benzyloxy)-3-fluoro-5-nitrophenyl)-2-methoxyvinyl)-5-fluoro-2-methoxypyridine